C(C1=CC=CC=C1)OC[C@H]1C[C@H](N(C1=O)C1=NC(=CC(=C1)C(F)(F)F)C)C(=O)N(C)C1=CC(=C(C=C1)F)Cl (2S,4R)-4-((Benzyloxy)methyl)-N-(3-chloro-4-fluorophenyl)-N-methyl-1-(6-methyl-4-(trifluoromethyl)pyridin-2-yl)-5-oxopyrrolidine-2-carboxamide